FC1(CN(CC12CN(C2)C2=NC(=CC1=C2N=C(N=C1)NC1CCN(CC1)S(=O)(=O)C)C)C)F 8-(8,8-difluoro-6-methyl-2,6-diazaspiro[3.4]octan-2-yl)-6-methyl-N-(1-(methylsulfonyl)piperidin-4-yl)pyrido[3,4-d]pyrimidin-2-amine